8-chloro-N-(propan-2-yl)-1-[1-(pyridin-2-yl)piperidin-4-yl]-5,6-dihydro-4H-[1,2,4]triazolo[4,3-a][1]benzazepin-5-amine ClC=1C=CC2=C(CC(CC=3N2C(=NN3)C3CCN(CC3)C3=NC=CC=C3)NC(C)C)C1